BrC=1C(=C(OCCCCCCCCO)C=CC1)C 8-(3-bromo-2-methyl-phenoxy)octan-1-ol